CC=1C=C2C(C=C(OC2=C(C1)[C@H](C)NC1=C(C(=O)O)C=CC=C1)C1=CC2=CN(N=C2C=C1)C)=O (S)-2-((1-(6-methyl-2-(2-methyl-2H-indazol-5-yl)-4-oxo-4H-chromen-8-yl)ethyl)amino)benzoic acid